N-(Cyclopropylmethoxy)-5-(4-((3-ethyl-2-oxo-1,5,7,8-tetrahydro-2H-pyrano[4,3-b]pyridin-7-yl)methyl)piperazin-1-yl)-6-fluoropicolinamide C1(CC1)CONC(C1=NC(=C(C=C1)N1CCN(CC1)CC1CC=2NC(C(=CC2CO1)CC)=O)F)=O